(S)-5-(Hexahydropyrrolo[1,2-a]pyrazin-2(1H)-yl)-N-(6-(1-methyl-1H-pyrazol-4-yl)pyridin-2-yl)-2-morpholinooxazolo[4,5-b]pyridine-6-carboxamide C1[C@H]2N(CCN1C1=C(C=C3C(=N1)N=C(O3)N3CCOCC3)C(=O)NC3=NC(=CC=C3)C=3C=NN(C3)C)CCC2